rac-(4R,5R)-5-((5-chloro-4-(4-fluoro-1-isopropyl-2-methyl-1H-benzo[d]imidazol-6-yl)pyrimidin-2-yl)amino)-2-(methoxymethyl)-4,5,6,7-tetrahydropyrazolo[1,5-a]pyridin-4-ol ClC=1C(=NC(=NC1)N[C@H]1[C@H](C=2N(CC1)N=C(C2)COC)O)C=2C=C(C1=C(N(C(=N1)C)C(C)C)C2)F |r|